4-bromo-1-(3-chlorophenyl)-1H-pyrazole BrC=1C=NN(C1)C1=CC(=CC=C1)Cl